N[C@H]1[C@H](CCCCC1)C1=C(C2=NC(=CC(=C2S1)NCC=1SC=CC1)Cl)C 2-((1S,2R)-2-aminocycloheptyl)-5-chloro-3-methyl-N-(thiophen-2-ylmethyl)thieno[3,2-b]pyridin-7-amine